C1(C2=C(C(NN1)=O)C=NC=C2)=O 2,3-dihydropyrido[3,4-d]Pyridazine-1,4-dione